Cl.NC\C=C(\CN1C(=NC2=C1C=C(C=C2C2=CC(=CC=C2)S(NC)(=O)=O)C(=O)OC)C)/F methyl (Z)-1-(4-amino-2-fluorobut-2-en-1-yl)-2-methyl-4-(3-(N-methylsulfamoyl)phenyl)-1H-benzo[d]imidazol-6-carboxylate hydrochloride